1-tert-butyl 5-methyl 2-[1-(tert-butoxycarbonyl)-6,6-dimethyl-5,7-dihydro-4H-indazol-3-yl]indole-1,5-dicarboxylate C(C)(C)(C)OC(=O)N1N=C(C=2CCC(CC12)(C)C)C=1N(C2=CC=C(C=C2C1)C(=O)OC)C(=O)OC(C)(C)C